FC1=CC(=C(C=C1)C1=CN=C2SC(=NN21)N2CCC(CC2)(N)CN2CCOCC2)OC 1-(5-(4-fluoro-2-methoxyphenyl)imidazo[2,1-b][1,3,4]thiadiazol-2-yl)-4-(morpholinomethyl)piperidin-4-amine